S1N=CC2=C1C=CC=C2 1,2-benzothiazole